N.[NH4+].[NH4+].[NH4+] triammonium ammonia